nonadecyl lactate C(C(O)C)(=O)OCCCCCCCCCCCCCCCCCCC